FC(C(=O)O)(F)F.ClC1=C(C(=O)N2CCC(CC2)C(=O)N[C@H]2CNC[C@@H]2O)C=CC(=C1)NC(=O)C=1N(C(=CN1)C1=C(C(=C(C=C1)OC(F)F)F)F)C 1-[2-chloro-4-[[5-[4-(difluoromethoxy)-2,3-difluoro-phenyl]-1-methyl-imidazole-2-carbonyl]amino]benzoyl]-N-[(3S,4S)-4-hydroxypyrrolidin-3-yl]piperidine-4-carboxamide trifluoroacetate